CC1(CC=C(C=C1)N)N toluene-1,4-diamine